isoindole-2-carbonitrile C=1N(C=C2C=CC=CC12)C#N